6-(3-(5-fluoro-1-methyl-1H-pyrrolo[2,3-b]pyridin-3-yl)pyrrolidin-1-yl)-2-morpholinooxazolo[5,4-b]pyridine FC=1C=C2C(=NC1)N(C=C2C2CN(CC2)C=2C=C1C(=NC2)OC(=N1)N1CCOCC1)C